methyl (2R,3S,3aS,6aS)-3-((N,N-dimethyl-sulfamoyl)amino)-2-((((1s,4S)-4-(3-fluorophenyl)cyclohexyl)oxy)methyl)hexahydro-1H-furo[3,4-b]pyrrole-1-carboxylate CN(S(=O)(=O)N[C@H]1[C@@H]2[C@H](N([C@H]1COC1CCC(CC1)C1=CC(=CC=C1)F)C(=O)OC)COC2)C